1,2-diethylpyridinium triflate [O-]S(=O)(=O)C(F)(F)F.C(C)[N+]1=C(C=CC=C1)CC